tert-butyl 2-(2-ethoxy-2-oxoethyl)-2,7-diazaspiro[3.5]nonane-7-carboxylate C(C)OC(CN1CC2(C1)CCN(CC2)C(=O)OC(C)(C)C)=O